C(CCC)C1(CS(C2=C(N(C1)C1=CC=C(C=C1)O)C=C(C(=C2)OCC(=O)O)SC)(=O)=O)CC 2-((3-Butyl-3-ethyl-5-(4-hydroxyphenyl)-7-(methylsulfanyl)-1,1-dioxido-2,3,4,5-tetrahydro-1,5-benzothiazepin-8-yl)oxy)acetic acid